(E)-N'-((2-fluoro-5-methoxypyridin-3-yl)methylene)-6-(6-(2-(1-methylazetidin-3-yl)ethoxy)pyridin-3-yl)pyrazine-2-carbohydrazide FC1=NC=C(C=C1\C=N\NC(=O)C1=NC(=CN=C1)C=1C=NC(=CC1)OCCC1CN(C1)C)OC